S1C=NC2=C1C=C(C=C2)C2=CC(=NN2C2=NC(=CC=C2)C)CC(=O)NC2=C(C=C(C=C2)S(=O)(=O)C)F 5-(benzo[d]thiazol-6-yl)-N-(2-fluoro-4-(methylsulfonyl)phenyl)-1-(6-methylpyridin-2-yl)-1H-pyrazole-3-carboxyamide